ClC1=C(C(=C(C=C1OC)OC)Cl)N1C(N(C2=NC(=NC=C2C1)NC)C1CN(C1)C1CN(C1)C(=O)OC(C)(C)C)=O tert-butyl 3-(3-(2,6-dichloro-3,5-dimethoxyphenyl)-7-(methylamino)-2-oxo-3,4-dihydropyrimido[4,5-d]pyrimidin-1(2H)-yl)-[1,3'-biazetidine]-1'-carboxylate